5-((1r,3r)-3-amino-2,2,4-trimethylcyclobutoxy)quinoline-8-carbonitrile N[C@H]1C([C@@H](C1C)OC1=C2C=CC=NC2=C(C=C1)C#N)(C)C